BrCCCOC1=C(C=C(C=C1)S(=O)(=O)NCCCC1=CNC2=CC=C(C=C12)Cl)F 4-(3-bromopropoxy)-N-(3-(5-chloro-1H-indol-3-yl)propyl)-3-fluorobenzenesulfonamide